FC1=C(CNC(=O)C2=NNC(=C2)C=2C=C(C=CC2)C2OC=CN2C(CC)CC)C(=CC=C1)F 2-(3-(3-((2,6-difluorobenzyl)carbamoyl)-1H-pyrazol-5-yl)phenyl)-N-(pentan-3-yl)oxazole